Methyl 4-amino-1-(4-((tert-butoxycarbonyl)(methyl)amino)phenyl)-2-oxo-7-(trifluoro methyl)-1,2-dihydroquinoline-3-carboxylate NC1=C(C(N(C2=CC(=CC=C12)C(F)(F)F)C1=CC=C(C=C1)N(C)C(=O)OC(C)(C)C)=O)C(=O)OC